C1(CC1)S(=O)(=O)NC=1SC=C(N1)C(C(=O)NC1=CC=C(C=C1)C1=NC(=CN=C1C)C)(C)C 2-(2-(cyclopropanesulfonamido)thiazol-4-yl)-N-(4-(3,6-dimethylpyrazin-2-yl)phenyl)-2-methylpropanamide